ethyl 2-[[6-cyano-5-(trifluoromethyl)-pyridin-3-yl]carbamoyl]-3,3,3-trifluoro-2-hydroxypropanoate C(#N)C1=C(C=C(C=N1)NC(=O)C(C(=O)OCC)(C(F)(F)F)O)C(F)(F)F